C(C)(C)(C)OC(=O)N1CCC(CC1)(F)CN1CCN(CC1)C=1C=C2CN(C(C2=CC1F)=O)C1C(NC(CC1)=O)=O 4-[[4-[2-(2,6-dioxo-3-piperidinyl)-6-fluoro-1-oxo-isoindolin-5-yl]piperazin-1-yl]methyl]-4-fluoro-piperidine-1-carboxylic acid tert-butyl ester